N-sec-butyl-(trimethylsilyl)amine C(C)(CC)N[Si](C)(C)C